ClC(C=CCl)(F)Cl 1,1,3-trichloro-1-fluoropropene